Methyl (S)-3-(2'-(allyloxy)-6'-methyl-[1,1'-biphenyl]-3-yl)-3-((S)-2-((tert-butoxycarbonyl)amino)pent-4-enamido)propanoate C(C=C)OC1=C(C(=CC=C1)C)C1=CC(=CC=C1)[C@H](CC(=O)OC)NC([C@H](CC=C)NC(=O)OC(C)(C)C)=O